OCCC1CN(C2CNC12)C(=O)[O-] 4-(2-hydroxyethyl)-2,6-diazabicyclo[3.2.0]Heptane-2-carboxylate